C(C)OC(=O)C1=NC(=NO1)C1(CC1)CF 3-(1-(fluoromethyl)cyclopropyl)-1,2,4-oxadiazole-5-carboxylic acid ethyl ester